C1(CCC1)CN1C(OC2=C1C=CC(=C2)C=2SC=C(N2)NC(=O)N[C@@H]2CNCCC2)=O (S)-1-(2-(3-(cyclobutylmethyl)-2-oxo-2,3-dihydrobenzo[d]oxazol-6-yl)thiazol-4-yl)-3-(piperidin-3-yl)urea